C(C1=CC=CC=C1)NCCC1=C(C=C(C(=C1)OC)Cl)OC N-benzyl-1-(2,5-dimethoxy-4-chlorophenyl)-2-aminoethane